(tert-butyldimethylsiloxy)-[(trimethylsilyl)-butylamino]methyl-(vinyl)silane O([Si](C)(C)C(C)(C)C)[SiH](C=C)CN(CCCC)[Si](C)(C)C